7-chloro-9,9-dimethyl-1,2,3,4-tetraphenyl-9H-fluorene ClC1=CC=C2C=3C(=C(C(=C(C3C(C2=C1)(C)C)C1=CC=CC=C1)C1=CC=CC=C1)C1=CC=CC=C1)C1=CC=CC=C1